BrC(C)C1=CC(=CN2C1=NC(=C(C2=O)C)N2CC1=CC=CC=C1C2)C 9-(1-bromoethyl)-2-(isoindolin-2-yl)-3,7-dimethyl-4H-pyrido[1,2-a]pyrimidin-4-one